3-[(4-Chloro-2-fluoro-5-methylphenyl)methyl]-1-cyclopropyl-1-[(3R)-1-(pyridazin-3-yl)piperidin-3-yl]urea ClC1=CC(=C(C=C1C)CNC(N([C@H]1CN(CCC1)C=1N=NC=CC1)C1CC1)=O)F